C1(CCCCCCC1)OC1CCC(CC1)=O 4-(cyclooctyloxy)cyclohexanone